C1(=CC(=CC=C1)NC(=O)N1CCN(CC1)C(=O)[C@H]1N(CCC1)C(=O)OC(C)(C)C)C Tert-butyl (S)-2-(4-(m-tolylcarbamoyl)piperazin-1-carbonyl)pyrrolidin-1-carboxylate